N1[C@@H](CCC1=O)C(=O)[O-] L-pidolat